FC1C(C2=CC=3CCCC3C(=C2C1)NC(=O)N=S(=O)(N)C=1C=NN2C1OC(C2)(C)C)C N'-((2-fluoro-1-methyl-1,2,3,5,6,7-hexahydro-s-indacen-4-yl)carbamoyl)-2,2-dimethyl-2,3-dihydropyrazolo[5,1-b]oxazole-7-sulfonimidamide